4-bromo-1-chloro-6,7,8,9-tetrahydro-5H-pyrido[4,3-b]indole BrC1=CN=C(C2=C1NC=1CCCCC21)Cl